1-methyl-4-(3-methylaminophenyl)-1,4,7,8,9,10-hexahydrobenzo[f]quinoxaline-2,3-dione hydrochloride Cl.CN1C(C(N(C=2C=CC3=C(C12)CCCC3)C3=CC(=CC=C3)NC)=O)=O